4-[5-(3,8-diazabicyclo[3.2.1]octan-3-yl)-9-fluoro-spiro[3H-furo[3,4-c][2,7]naphthyridine-1,1'-cyclopropane]-8-yl]-5-ethynyl-6-fluoro-naphthalen-2-ol C12CN(CC(CC1)N2)C2=NC1=C(C=3C(=C(N=CC23)C2=CC(=CC3=CC=C(C(=C23)C#C)F)O)F)C2(CC2)OC1